6-amino-3-chloro-2-(3-methyl-4-oxo-quinazolin-6-yl)oxy-benzonitrile NC1=CC=C(C(=C1C#N)OC=1C=C2C(N(C=NC2=CC1)C)=O)Cl